2-Morpholino-6-(thianthren-1-yl)-4H-pyran-4-one O1CCN(CC1)C=1OC(=CC(C1)=O)C1=CC=CC=2SC3=CC=CC=C3SC12